OC1(CN(C1)CC(C)(C)C)C#CC1=CC2=C(OC[C@@H](C(N2C)=O)NC(C2=NC=CC(=C2)OC2=CC=CC=C2)=O)C=C1 (S)-N-(7-((3-hydroxy-1-neopentyl-azetidin-3-yl)ethynyl)-5-methyl-4-oxo-2,3,4,5-tetrahydrobenzo[b][1,4]oxazepin-3-yl)-4-phenoxypicolinamide